(S)-1'-(8-(2,3-dichloropyridin-4-yl)thio-[1,2,4]-triazolo[4,3-c]pyrimidin-5-yl)-5,7-dihydrospiro[cyclopenta[b]pyridin-6,4'-piperidin]-7-amine ClC1=NC=CC(=C1Cl)SC=1C=2N(C(=NC1)N1CCC3(CC1)CC=1C(=NC=CC1)[C@H]3N)C=NN2